1-[1-{5-chloro-2-[(trifluoromethanesulfonyl)oxy]phenyl}piperidin-3-yl]-5-(difluoromethyl)-1H-pyrazole-4-carboxylic acid ethyl ester C(C)OC(=O)C=1C=NN(C1C(F)F)C1CN(CCC1)C1=C(C=CC(=C1)Cl)OS(=O)(=O)C(F)(F)F